COC=1C=C2[C@]3(C(NC2=CC1)=O)[C@@H](C3)C3=CC=C1C(=NNC1=C3)NC3=C(C=CC(=C3)C3=NSC=C3)OC (1R,2S)-5'-methoxy-2-{3-[2-methoxy-5-(1,2-thiazol-3-yl)anilino]-1H-indazol-6-yl}spiro[cyclopropane-1,3'-indol]-2'(1'H)-one